11-benzyl-11H-[1,2,3]Triazolo[1',5':1,2]Pyrido[3,4-b]Indole C(C1=CC=CC=C1)N1C2=C(C3=CC=CC=C13)C=CN1C2=CN=N1